2-(2-((5-(3-(aminomethyl)phenyl)-7-(1-isopropyl-1H-pyrazol-4-yl)benzofuran-3-yl)methoxy)phenyl)acetic acid NCC=1C=C(C=CC1)C=1C=C(C2=C(C(=CO2)COC2=C(C=CC=C2)CC(=O)O)C1)C=1C=NN(C1)C(C)C